CN(C)C1=C(C=O)C=CC=C1 (N,N-dimethylamino)benzaldehyde